2-(2-(3-(benzyloxy)cyclobutyl)pyridin-4-yl)-4-(4-chlorophenyl)-6,7-dimethylphthalazin-1(2H)-one C(C1=CC=CC=C1)OC1CC(C1)C1=NC=CC(=C1)N1C(C2=CC(=C(C=C2C(=N1)C1=CC=C(C=C1)Cl)C)C)=O